tert-butyl (R)-3-(3-formyl-4-nitro-phenoxy)-2-hydroxypropionate C(=O)C=1C=C(OC[C@H](C(=O)OC(C)(C)C)O)C=CC1[N+](=O)[O-]